(2-[(methoxydimethylsilyl)methoxy]-5-hydroxyphenyl)tri(tert-butyl)phosphonium bromide [Br-].CO[Si](C)(C)COC1=C(C=C(C=C1)O)[P+](C(C)(C)C)(C(C)(C)C)C(C)(C)C